NC1=NC=NC=2C3=C(CC(C12)(C)C)C(=C(C=C3)O[C@@H]3CC[C@H](CC3)N)N(C(CO)=O)C N-[4-amino-8-(trans-4-aminocyclohexyloxy)-5,5-dimethyl-6H-benzo[H]quinazolin-7-yl]-2-hydroxy-N-methyl-acetamide